NC1=NC=CC(=N1)C1=C(N=C(S1)C(C)(C)C)C=1C(=C(C=CC1)NS(=O)(=O)C1=C(C=CC(=C1)C(F)(F)F)C(F)(F)F)F N-(3-(5-(2-aminopyrimidin-4-yl)-2-(tert-butyl)thiazol-4-yl)-2-fluorophenyl)-2,5-bis(trifluoromethyl)benzenesulfonamide